3,7-Dimethyloct-2,6-dienal CC(=CC=O)CCC=C(C)C